CC1(C2=CC=CC(=C2OC=2C(=CC=CC12)P(C(C)(C)C)C(C)(C)C)P(C(C)(C)C)C(C)(C)C)C 9,9-dimethyl-4,5-bis(di-tert-butylphosphino)xanthene